P(=O)(O)(O)O[C@@H](C=O)[C@@H](O)[C@H](O)[C@H](O)CO phospho-glucose